O1C(OCCC1)C1=C(C=CC(=C1)OC)/C=C/C(=O)OCC (E)-ethyl 3-(2-(1,3-dioxan-2-yl)-4-methoxyphenyl)acrylate